ClC1=CC(=C(C=N1)C#CC=1C(=NN(C1)C)C#N)NCC[C@H](C)O (S)-4-((6-chloro-4-((3-hydroxybutyl)amino)pyridin-3-yl)ethynyl)-1-methyl-1H-pyrazole-3-carbonitrile